3-(9-ethyl-6-(1-(oximino)-2-methylpropyl)-9H-carbazol-3-yl)-1-phenylprop-2-en-1-one C(C)N1C2=CC=C(C=C2C=2C=C(C=CC12)C=CC(=O)C1=CC=CC=C1)C(C(C)C)=NO